3-(9-((4-(aminomethyl)-2-(3-carboxypropoxy)phenyl)carbamoyl)-4,5-dihydrobenzo[b]thieno[2,3-d]oxepin-8-yl)-6-(propylcarbamoyl)picolinic acid NCC1=CC(=C(C=C1)NC(=O)C1=CC2=C(OCCC3=C2SC=C3)C=C1C=1C(=NC(=CC1)C(NCCC)=O)C(=O)O)OCCCC(=O)O